C(=O)(C=C)CC([CH2-])=O acrylacetonide